C(=CC=C)C1=CC=CC=C1 but-1,3-dien-1-yl-benzene